FC(C=1C=C(C=CC1)S(=O)(=O)N)(F)F 3-(trifluoromethyl)-benzenesulfonamide